rac-(1S*,2S*)-N-(6-(((6-cyclopropyl-8-(methylsulfonyl)imidazo[1,2-a]pyridin-2-yl)methyl)amino)pyrimidin-4-yl)-2-(4-methylpyrimidin-2-yl)cyclopropane-1-carboxamide C1(CC1)C=1C=C(C=2N(C1)C=C(N2)CNC2=CC(=NC=N2)NC(=O)[C@@H]2[C@H](C2)C2=NC=CC(=N2)C)S(=O)(=O)C |r|